4-[(3R)-4-(cyclopropylcarbonyl)-3-methylpiperazin-1-yl]-2-(1,5-dimethyl-1H-pyrazol-4-yl)pyrimidine-5-carbonitrile C1(CC1)C(=O)N1[C@@H](CN(CC1)C1=NC(=NC=C1C#N)C=1C=NN(C1C)C)C